methyl 1-((1,4-dimethyl-1H-benzo[d][1,2,3]triazol-5-yl) (3-(hydroxymethyl)-4-methylphenyl)methyl)cyclobutane-1-carboxylate CN1N=NC2=C1C=CC(=C2C)C(C2(CCC2)C(=O)OC)C2=CC(=C(C=C2)C)CO